2-(dimethylamino)-2-(4-methylphenyl)methyl-1-(4-(4-morpholinyl)phenyl)-1-butanone CN(C(C(=O)C1=CC=C(C=C1)N1CCOCC1)(CC)CC1=CC=C(C=C1)C)C